5-(4-((1-(4-(1,2-bis(4-hydroxyphenyl)but-1-en-1-yl)phenyl)piperidin-4-yl)methyl)piperazine-1-yl-2,2,3,3,5,5,6,6-d8)-2-(2,6-dioxopiperidin-3-yl)isoindoline OC1=CC=C(C=C1)C(=C(CC)C1=CC=C(C=C1)O)C1=CC=C(C=C1)N1CCC(CC1)CN1C(C(N(C(C1([2H])[2H])([2H])[2H])C=1C=C2CN(CC2=CC1)C1C(NC(CC1)=O)=O)([2H])[2H])([2H])[2H]